ethyl 4-formyl-6-ethoxy-2-(methylthio)pyrimidine-5-carboxylate C(=O)C1=NC(=NC(=C1C(=O)OCC)OCC)SC